6-bromo-1,2,3,4-tetrahydro-9-aminoacridine BrC=1C=C2N=C3CCCCC3=C(C2=CC1)N